ClC=1C=C(C=NC1N1N=CC=N1)NC(=O)[C@H]1C[C@](C2=C1C=NC=1N2N=C(C1)F)(C)C=1C=NN(C1)C1CC1 (6S,8R)-N-(5-chloro-6-(2H-1,2,3-triazol-2-yl)pyridin-3-yl)-8-(1-cyclopropyl-1H-pyrazol-4-yl)-2-fluoro-8-methyl-7,8-dihydro-6H-cyclopenta[e]pyrazolo[1,5-a]pyrimidine-6-carboxamide